BrC1=CC2=C(N=C(S2)NC(CC2CCN(CC2)C(=O)OC(C)(C)C)=O)C=C1 tert-butyl 4-(2-((6-bromobenzo[d]thiazol-2-yl)amino)-2-oxoethyl)piperidine-1-carboxylate